N-(6-amino-5-methyl-3-pyridyl)-2-[(2S,5R)-2-isopropyl-5-methyl-1-piperidyl]-2-oxo-acetamide NC1=C(C=C(C=N1)NC(C(=O)N1[C@@H](CC[C@H](C1)C)C(C)C)=O)C